FC1=C(C=CC(=C1F)C=1C=NN(C1)C1OCCCC1)N1C2CN(CC1CC2)C(=O)OC(C)(C)C tert-butyl 8-(2,3-difluoro-4-(1-(tetrahydro 2H-pyran-2-yl)-1H-pyrazol-4-yl) phenyl)-3,8-diazabicyclo[3.2.1]octane-3-carboxylate